(S)-1-(1-cyclopropyl-4-fluoro-1H-indazole-5-yl)-3-(2-(4-fluoro-3,5-dimethylphenyl)-4-methyl-4,5,6,7-tetrahydro-2H-pyrazolo[4,3-c]pyridin-3-yl)-1,3-dihydro-2H-imidazole-2-one C1(CC1)N1N=CC2=C(C(=CC=C12)N1C(N(C=C1)C=1N(N=C2C1[C@@H](NCC2)C)C2=CC(=C(C(=C2)C)F)C)=O)F